C(C)(C)(C)C1=CC=C(C(=O)OCC(C(CC)OC(C2=CC=C(C=C2)C(C)(C)C)=O)C)C=C1 2-methyl-1,3-pentanediol di(p-tert-butylbenzoate)